Cl.CC1=CNC=2N=CN=C(C21)N2CCSC(=C2)C(=O)N[C@@H]2CNCC2 (S)-4-(5-methyl-7H-pyrrolo[2,3-d]pyrimidin-4-yl)-N-(pyrrolidin-3-yl)-3,4-dihydro-2H-1,4-thiazine-6-carboxamide hydrochloride